OC(C(=S)[O-])CCC 2-hydroxy-4-methylthiobutyrate